4,4'-((4-(carbamimidoylcarbamoyl)pyridine-2,6-diyl)bis(1H-1,2,3-triazole-4,1-diyl))bis(2-hydroxybenzoic acid) C(N)(=N)NC(=O)C1=CC(=NC(=C1)C=1N=NN(C1)C1=CC(=C(C(=O)O)C=C1)O)C=1N=NN(C1)C1=CC(=C(C(=O)O)C=C1)O